C(C)(=O)[P]C1=NC=CC=N1 acetylpyrimidyl-phosphorus